tert-Butyl 6-(isoxazol-4-yl)-3,4-dihydroisoquinoline-2(1H)-carboxylate O1N=CC(=C1)C=1C=C2CCN(CC2=CC1)C(=O)OC(C)(C)C